NC1(CCC2(C(=CC3=CC=CC=C23)C[C@H](COCC2=CC=C(C=C2)OC)C)CC1)C(=O)O (1R,4R)-4-amino-2'-{(2R)-3-[(4-methoxyphenyl)methoxy]-2-methylpropyl}spiro[cyclohexane-1,1'-indene]-4-carboxylic acid